CCO[Si](CCCNCCC[Si](OCC)(OCC)OCC)(OCC)OCC 3-(triethoxysilyl)-N-[3-(triethoxysilyl)propyl]-1-propanamine